ClC1=C(C=C(C=C1)C=1CCOC2=C(C1C1=CC=C(C=C1)O[C@@H]1CN(CC1)CCCF)C=CC(=C2)O)F 4-(4-Chloro-3-fluorophenyl)-5-[4-[(3S)-1-(3-fluoropropyl)pyrrolidin-3-yl]oxyphenyl]-2,3-dihydro-1-benzoxepin-8-ol